FCS(=O)(=O)NC=1SC=C(N1)C(=O)NCC=1NC=CC1 2-(fluoromethylsulfonamido)-N-((1H-pyrrol-2-yl)methyl)thiazole-4-carboxamide